ClC1=C(C=C(C=C1N1C=2C=CC=CC2C2(C3=CC=CC=C3N(C=3C=CC=CC23)C2=CC=CC=C2)C2=CC=CC=C12)C1=C(C=CC=C1)[N+]#[C-])N1C=2C=CC=CC2C2(C3=CC=CC=C3N(C=3C=CC=CC23)C2=CC=CC=C2)C2=CC=CC=C12 10',10'''-(4-chloro-2'-isocyano-[1,1'-biphenyl]-3,5-diyl)bis(10-phenyl-10H,10'H-9,9'-spirobi[acridine])